CC=1C=C2C(=NNC2=CC1)C(=O)N1C[C@@](CCC1)(C1=CC=C(C=C1)C)C1=NC=CC=C1 |o1:14| (R or S)-(5-methyl-1H-indazol-3-yl)(3-(pyridin-2-yl)-3-(p-tolyl)piperidin-1-yl)methanone